C(#N)C=1C=CC(=C(C1)NS(=O)(=O)C=1C=C(C(=O)O)C=CC1OC)N1CCCCC1 3-(N-(5-cyano-2-(piperidin-1-yl)phenyl)sulfamoyl)-4-methoxybenzoic acid